arachidylamine acetate C(C)(=O)O.C(CCCCCCCCCCCCCCCCCCC)N